2,4,6-trisaminophenyl-1-ethanone NC1=C(C(=CC(=C1)N)N)C(C)=O